5-(5-methyl-2-(1-methyl-2-oxo-2,3,4,5-tetrahydro-1H-benzo[b]azepin-7-ylamino)pyrimidin-4-ylamino)benzo[d]oxazol-2(3H)-one CC=1C(=NC(=NC1)NC1=CC2=C(N(C(CCC2)=O)C)C=C1)NC=1C=CC2=C(NC(O2)=O)C1